BrC1=CC(=C(C)C=C1)F 4-bromo-2-fluorotoluene